(3R,5R)-5-(2-((3-sulfamoylphenyl)amino)pyrimidin-5-yl)tetrahydrofuran-3-yl tert-pentylcarbamate C(C)(C)(CC)NC(O[C@H]1CO[C@H](C1)C=1C=NC(=NC1)NC1=CC(=CC=C1)S(N)(=O)=O)=O